N=1C=NN2C1C=C(C=C2)OC2=C(C=C(C=C2)NC=2C1=C(N=CN2)C=NC(=C1)OC1CC2CCC(C1)N2C(C=C)=O)C 1-(endo-3-((4-((4-([1,2,4]Triazolo[1,5-a]pyridin-7-yloxy)-3-methyl-phenyl)amino)pyrido[3,4-d]pyrimidin-6-yl)oxy)-8-azabicyclo[3.2.1]octan-8-yl)prop-2-en-1-one